ClC1=C(C(=NN1C)C1=NOC(=C1)C)C(=O)N1CCC2(CC1)CCC(CC2)NCCC(C)C (5-Chloro-1-methyl-3-(5-methylisoxazol-3-yl)-1H-pyrazol-4-yl)(9-(isopentylamino)-3-azaspiro[5.5]undecan-3-yl)methanone